5-(5-(3-aminoprop-1-yn-1-yl)-1H-pyrrol-2-yl)pent-4-yn-1-amine NCC#CC1=CC=C(N1)C#CCCCN